CC(C)(C)OC(=O)[C@H]1C[C@@](N(C1)C(=O)OCC2C3=CC=CC=C3C4=CC=CC=C24)(C(=O)O)N (2R,4S)-1-Fmoc-4-Boc-aminopyrrolidine-2-carboxylic acid